CC=1C=C(C=CC1C)C=1C=C(C(N(N1)C1=CC(=CC=C1)F)=O)C(=O)N[C@H](CO)C 6-(3,4-dimethylphenyl)-2-(3-fluorophenyl)-N-[(2S)-1-hydroxypropan-2-yl]-3-oxo-2,3-dihydropyridazine-4-carboxamide